1-cyclopropyl-1-methylhydrazine C1(CC1)N(N)C